4-(dimethylamino)-phenylboronic acid CN(C1=CC=C(C=C1)B(O)O)C